5,5-difluorooctahydropentalen-2-amine FC1(CC2CC(CC2C1)N)F